(R)-6-(3-(3-([1,2,4]triazolo[1,5-a]pyridin-7-yl)phenyl)isoxazolidin-2-yl)-N-(4-(4-methylpiperazin-1-yl)phenyl)pyrimidin-4-amine N=1C=NN2C1C=C(C=C2)C=2C=C(C=CC2)[C@@H]2N(OCC2)C2=CC(=NC=N2)NC2=CC=C(C=C2)N2CCN(CC2)C